C(C)OC1=CC=C(C=C1)CC=1C(=CC(=C(C1)[C@H]1S[C@H](CCC1)CO)OC)C (2S,3R,4R,5S,6R)-2-[5-[(4-ethoxyphenyl)methyl]-2-methoxy-4-methylphenyl]-6-(hydroxymethyl)thiane